3-azido-N-(3-chloro-2-cyanophenyl)-2-methyl-2-(phenylseleno)propionamide N(=[N+]=[N-])CC(C(=O)NC1=C(C(=CC=C1)Cl)C#N)([Se]C1=CC=CC=C1)C